4,5-Dibromoimidazole BrC=1N=CNC1Br